N,N,N',N'-tetrakis(2-hydroxypropyl)hexanediamide CC(CN(CC(C)O)C(=O)CCCCC(=O)N(CC(C)O)CC(C)O)O